3-(4-(trifluoromethyl)phenyl)(5-(1,2,4-oxadiazolyl)-2-thienyl)methanone FC(C1=CC=C(C=C1)C1=C(SC(=C1)C1=NOC=N1)C=O)(F)F